OP(O)OP(O)O.C(C)(C)(C)C1=C(C(=CC(=C1)C(C)(C)C)C(O)(C(CO)(CO)CO)C1=CC(=CC(=C1C)C(C)(C)C)C(C)(C)C)C bis(2,4-di-tert-butyl-6-tolyl)pentaerythritol diphosphite